BrC=1C(=C(C=CC1)C=1N(C(C(=C(N1)C(=O)OC)O)=O)C)C methyl 2-(3-bromo-2-methylphenyl)-5-hydroxy-1-methyl-6-oxo-1,6-dihydropyrimidine-4-carboxylate